C(CCCCCCC\C=C\CCCCCCCC)(=O)OCOC1=C(C(=NC2=CC(=C(C=C12)Cl)OC)C)C1=CC=C(C=C1)OC1=CC=C(C=C1)OC(F)(F)F (E)-(6-chloro-7-methoxy-2-methyl-3-(4-(4-(trifluoromethoxy) phenoxy)phenyl)quinolin-4-yloxy)methyl octadec-9-enoate